N-[5-(2,2-difluoroethoxy)-4,6-dimethoxy-pyrimidin-2-yl]-7-(1-methylimidazol-2-yl)-1H-indole-3-sulfonamide FC(COC=1C(=NC(=NC1OC)NS(=O)(=O)C1=CNC2=C(C=CC=C12)C=1N(C=CN1)C)OC)F